(S)-ethyl 8-(2-amino-6-((R)-1-(4',5-dichloro-3'-fluoro-[1,1'-biphenyl]-2-yl)-2,2,2-trifluoroethoxy)pyrimidin-4-yl)-2,8-diazaspiro[4.5]decane-3-carboxylate NC1=NC(=CC(=N1)N1CCC2(C[C@H](NC2)C(=O)OCC)CC1)O[C@@H](C(F)(F)F)C1=C(C=C(C=C1)Cl)C1=CC(=C(C=C1)Cl)F